COC1=CC(=C(C=C1OC)NS(=O)(=O)C1=CC(=CC=C1)C(F)(F)F)C1=NC(=NO1)C N-[4,5-dimethoxy-2-(3-methyl-[1,2,4]oxadiazol-5-yl)-phenyl]-3-trifluoromethyl-benzenesulfonamide